C(C)NC1(CCC2(CN(C(N2)=O)CC(C(=O)N)(C)C)CC1)C1=CC=CC=C1 3-(8-Ethylamino-2-oxo-8-phenyl-1,3-diazaspiro[4.5]decan-3-yl)-2,2-dimethyl-propionamide